C1(CC1)S(=O)(=O)N1CCC(CC1)NC1=NC=C(C(=N1)C1=C(N=C(S1)N(C(OC(C)(C)C)=O)C)C)F tert-butyl N-[5-[2-[(1-cyclopropylsulfonyl-4-piperidyl) amino]-5-fluoro-pyrimidin-4-yl]-4-methyl-thiazol-2-yl]-N-methyl-carbamate